C=C(CCC=C(C)C)[C@H]1CC=C(C)CC1 BETA-BISABOLENE